methyl 4-(4-fluorophenyl)-2-oxo-butanoate FC1=CC=C(C=C1)CCC(C(=O)OC)=O